N-((3R,4S)-4-((6-(2,6-dichloro-3,5-dimethoxyphenyl)-8-(3-hydroxy-3-methylazetidin-1-yl)pyrido[3,4-d]pyrimidin-2-yl)amino)tetrahydrofuran-3-yl)acrylamide ClC1=C(C(=C(C=C1OC)OC)Cl)C1=CC2=C(N=C(N=C2)N[C@H]2[C@H](COC2)NC(C=C)=O)C(=N1)N1CC(C1)(C)O